2-(3-sec-butyl-5-hydroxyphenyl)-2H-benzotriazole C(C)(CC)C=1C=C(C=C(C1)O)N1N=C2C(=N1)C=CC=C2